COC1=C(C(=NC(=N1)C1=NC=CC=C1)SC1=CC=C(C=C1)C)C(F)(F)F 6-methoxy-4-[(4-methylphenyl)thio]-2-(2-pyridyl)-5-trifluoromethylpyrimidine